1,3,7-decenetriol C(=CC(CCCC(CCC)O)O)O